tert-butyl 4-(4-(4-amino-2-fluorophenyl)piperidine-1-carbonyl)-4-fluoropiperidine-1-carboxylate NC1=CC(=C(C=C1)C1CCN(CC1)C(=O)C1(CCN(CC1)C(=O)OC(C)(C)C)F)F